di(diethylamino)silane C(C)N(CC)[SiH2]N(CC)CC